C1=CC=NC(=C1)C2=C(C=C(C=C2)F)F 4,6-difluorophenylpyridine